4-[7-(2-methoxy-4,6-dimethyl-phenyl)-1,8-naphthyridin-2-yl]tetrahydropyran-3-ol COC1=C(C(=CC(=C1)C)C)C1=CC=C2C=CC(=NC2=N1)C1C(COCC1)O